N-methyl-N-(2-(pyridin-2-ylamino)phenyl)formamide CN(C=O)C1=C(C=CC=C1)NC1=NC=CC=C1